4-[5-cyano-6-[[2-fluoro-5-(trifluoromethyl)phenyl]methoxy]-2-(trifluoromethyl)pyridine-3-carbonyl]-N-ethyl-N-methyl-piperazine-1-sulfonamide C(#N)C=1C=C(C(=NC1OCC1=C(C=CC(=C1)C(F)(F)F)F)C(F)(F)F)C(=O)N1CCN(CC1)S(=O)(=O)N(C)CC